CC(CC1=C(C=C(C=C1)NC(C(C1=CC=C(C=C1)COC)NC(=O)[C@@H]1CNC(C1)=O)=O)F)(C)C (3S)-N-(2-((4-(2,2-dimethylpropyl)-3-fluorophenyl)amino)-1-(4-(methoxymethyl)phenyl)-2-oxoethyl)-5-oxopyrrolidine-3-carboxamide